FC=1C=C2C(=NNC2=CC1OCCOC)C1=CC(=NO1)C1=CC=C(C=C1)C(=O)N1C[C@@H](OCC1)C 5-Fluoro-6-(2-methoxyethoxy)-3-(3-{4-[(2S)-2-methylmorpholin-4-carbonyl]phenyl}-1,2-oxazol-5-yl)-1H-indazol